FC1=C(C=CC=C1C[C@@H]1N(C[C@@H]([C@@H]1NS(=O)(=O)C1CC1)F)C(=O)C1OCC1)C1=CC(=CC=C1)F N-[(2S,3R,4S)-2-[(2,3'-difluoro[1,1'-biphenyl]-3-yl)methyl]-4-fluoro-1-(oxetane-2-carbonyl)pyrrolidin-3-yl]cyclopropanesulfonamide